N[C@H](CCCOC1=CC=C(C(=C1CC1=CN=C2C(=NC=NN21)N)Cl)Cl)COC (R)-7-(6-((4-amino-5-methoxypentyl)oxy)-2,3-dichlorobenzyl)imidazo[2,1-f][1,2,4]triazin-4-amine